NC1=C(C=C(C=C1F)C(=O)C1=C(N=C2N1C=CC=C2C2=CC1=C(N(C(=N1)C)C)C=C2C(F)(F)F)C2CC2)F (4-amino-3,5-difluorophenyl)(2-cyclopropyl-8-(1,2-dimethyl-6-(trifluoromethyl)-1H-benzo[d]imidazol-5-yl)imidazo[1,2-a]pyridin-3-yl)methanone